(R)-6-chloro-3-((1-(2-cyano-7-methyl-3-(piperidin-4-yl)quinoxalin-5-yl)ethyl)amino)picolinic acid ClC1=CC=C(C(=N1)C(=O)O)N[C@H](C)C1=C2N=C(C(=NC2=CC(=C1)C)C#N)C1CCNCC1